(decyl)boron C(CCCCCCCCC)[B]